FCC(OC=1C=C2C(N(C(N(C2=CC1)C1CCN(CC1)C=O)=O)CC1=CC2=CC=C(C=C2C=C1)OC)=O)CF 4-{6-[2-fluoro-1-(fluoromethyl)ethoxy]-3-[(6-methoxynaphthalen-2-yl)methyl]-2,4-dioxo-3,4-dihydroquinazolin-1(2H)-yl}piperidine-1-carbaldehyde